3-chloro-2-(2-nitrovinyl)-5-trifluoromethylpyridine ClC=1C(=NC=C(C1)C(F)(F)F)C=C[N+](=O)[O-]